2-[acetyl-(2,6-difluoro-4-pyridyl)amino]-5-methoxy-N-spiro[3.4]octan-3-yl-thiazole-4-carboxamide C(C)(=O)N(C=1SC(=C(N1)C(=O)NC1CCC12CCCC2)OC)C2=CC(=NC(=C2)F)F